(E)-oct-2-en-1-yl 8-((2-hydroxyethyl)amino)octanoate OCCNCCCCCCCC(=O)OC\C=C\CCCCC